C(CCCC\C=C/CCCCC)=O (6Z)-6-dodecenal